ClC1=CC=C(C(=N1)C#N)N[C@H](C)C=1C=C(C=C2C(C(=C(OC12)C=1C=NN2C1COCC2)C)=O)C 6-Chloro-3-[[(1R)-1-[2-(6,7-dihydro-4H-pyrazolo[5,1-c][1,4]oxazin-3-yl)-3,6-dimethyl-4-oxo-chromen-8-yl]ethyl]amino]pyridine-2-carbonitrile